NC=1SC(=C(N1)C)C=1N=C(SC1)NC1=CC=C(C=C1)NC(CCOC)=O N-[4-[[4-(2-amino-4-methyl-thiazol-5-yl)thiazol-2-yl]amino]phenyl]-3-methoxy-propionamide